N-(2-methyl-5-nitrophenyl)-4-(pyridin-3-yl)pyrimidin-2-amine CC1=C(C=C(C=C1)[N+](=O)[O-])NC1=NC=CC(=N1)C=1C=NC=CC1